C(C1=CC=CC=C1)OC([C@H](CC(C)C)NC(CCS(=O)(=O)C1=CC=CC=C1)=O)=O (S)-4-methyl-2-(3-(phenylsulfonyl)propanamido)pentanoic acid benzyl ester